C(C)(C)(C)C1=CC2=C(C3=CC=CC=C3C(=C2C=C1)C1=CC=CC2=CC=CC=C12)C1=CC=CC2=CC=CC=C12 2-tert-butyl-9,10-di(1-naphthyl)anthracene